(E)-3-(3-((4-(4-methylpiperazin-1-yl)phenyl)amino)pyridin-4-yl)acrylamide CN1CCN(CC1)C1=CC=C(C=C1)NC=1C=NC=CC1/C=C/C(=O)N